C1OCC12C[C@@H](CC2)OC=2C=C1C=CN=C(C1=CC2)NC=2C=NC(=CC2)Cl (R)-6-((2-oxaspiro[3.4]octan-6-yl)oxy)-N-(6-chloropyridin-3-yl)isoquinolin-1-amine